5a,5b,8,8,11a-pentamethyl-1-(1-methylcyclopropyl)icosahydro-3aH-cyclopenta[a]chrysene CC12CCC3C(C2CCC2C4(CCCC(C4CCC12C)(C)C)C)C(CC3)C3(CC3)C